C(#N)C=1C=CC(=C(C1)C1=CC(=NC=C1C(=O)NC=1SC2=C(N1)CN(C2)S(NC2CCCC2)(=O)=O)C)OC 4-(5-Cyano-2-methoxyphenyl)-N-(5-(N-cyclopentylsulfamoyl)-5,6-dihydro-4H-pyrrolo[3,4-d]thiazol-2-yl)-6-methylnicotinamide